4-((4-Cyclopropyl-5-fluoro-2-(N-methylmethanesulfonamido)phenyl)amino)-N-ethoxy-6-((5-fluoro-4-methyl-pyridin-2-yl)amino)nicotinamide C1(CC1)C1=CC(=C(C=C1F)NC1=CC(=NC=C1C(=O)NOCC)NC1=NC=C(C(=C1)C)F)N(S(=O)(=O)C)C